F[C@@H]1[C@@H](O[C@@]([C@H]1OC1OCCCC1)(COC1OCCCC1)CCO)N1C(NC(C=C1)=O)=O 1-((2R,3S,4R,5R)-3-fluoro-5-(2-hydroxyethyl)-4-((tetrahydro-2H-pyran-2-yl)oxy)-5-(((tetrahydro-2H-pyran-2-yl)oxy)methyl)tetrahydrofuran-2-yl)pyrimidine-2,4(1H,3H)-dione